5-Bromo-N-[(1R)-1-[3-methoxy-5-(1-methylpyrazol-4-yl)phenyl]ethyl]-2-methyl-benzamide BrC=1C=CC(=C(C(=O)N[C@H](C)C2=CC(=CC(=C2)C=2C=NN(C2)C)OC)C1)C